tert-butyl 6-bromo-2-(2-fluorophenoxy)-3-(trifluoromethyl)benzoate BrC1=CC=C(C(=C1C(=O)OC(C)(C)C)OC1=C(C=CC=C1)F)C(F)(F)F